2-[(1R,4R)-5-(2-aminoethyl)-2,5-diazabicyclo[2.2.1]heptan-2-yl]acetamide NCCN1[C@H]2CN([C@@H](C1)C2)CC(=O)N